CC=1C=C(C=CC1OC1=CC=2N(C=C1)N=CN2)NC=2C1=C(N=CN2)C=CC(=N1)N1CC2(C1)CCN(CC2)C(C=C)=O 1-(2-{4-[(3-methyl-4-{[1,2,4]triazolo[1,5-a]pyridin-7-yloxy}phenyl)amino]pyrido[3,2-d]pyrimidin-6-yl}-2,7-diazaspiro[3.5]nonan-7-yl)prop-2-en-1-one